C(C)(=O)[O-].C(CCCCCCCCC)[NH+]1CC(CCC1)C 1-decyl-3-Methylpiperidinium acetate